(4-((tert-Butoxycarbonyl)amino)phenyl)sulfonyl-(2-(prop-2-yn-1-yloxy)ethyl)aminoFormic acid tert-butyl ester C(C)(C)(C)OC(=O)N(CCOCC#C)S(=O)(=O)C1=CC=C(C=C1)NC(=O)OC(C)(C)C